(1s,4s)-4-((5-(imidazo[1,2-a]pyrimidin-6-yl)-4-methoxy-7H-pyrrolo[2,3-d]pyrimidin-2-yl)amino)-N,N-dimethylcyclohexane-1-carboxamide N=1C=CN2C1N=CC(=C2)C2=CNC=1N=C(N=C(C12)OC)NC1CCC(CC1)C(=O)N(C)C